C(C)C1CC(C2=C(O1)CCC2=O)CC 2,4-diethyl-3,4,6,7-tetrahydrocyclopenta[b]pyran-5(2H)-one